O[C@@H]1C[C@H](C1)CNC(O[C@@H]1C[C@@H](CC1)C1=CC(=NN1)NC(CC1=CC(=CC(=C1)F)F)=O)=O (1S,3R)-3-(3-{[(3,5-difluorophenyl) acetyl]amino}-1H-pyrazol-5-yl)cyclopentyl [(trans-3-hydroxycyclobutyl) methyl]carbamate